1,2-dimethyl-1,2-cyclohexanediol CC1(C(CCCC1)(O)C)O